[Br-].OC(C[NH+](CCCC)CCCC)CC 2-hydroxy-N,N,N-tributyl-ammonium bromide